COC[C@H](C)NCC(=O)OC methyl (S)-(1-methoxypropan-2-yl)glycinate